FC(OC1=C(C(=O)NC2[C@H](C2)F)C(=CC(=C1)C=1C=NN2C1C=CC(=C2)OC(CN2CC1(COC1)C2)(C)C)OC)F 2-(difluoromethoxy)-4-[6-[1,1-dimethyl-2-(2-oxa-6-azaspiro[3.3]heptan-6-yl)ethoxy]pyrazolo[1,5-a]pyridin-3-yl]-N-[(2S)-2-fluorocyclopropyl]-6-methoxy-benzamide